C12CNCC(C1C(NS(=O)C(C)(C)C)C1=C(C=C(C(=C1)Cl)Cl)OCC=C)C2 N-([3-azabicyclo[3.1.1]heptan-6-yl][4,5-dichloro-2-(prop-2-en-1-yloxy)phenyl]methyl)-2-methylpropane-2-sulfinamide